ClC1=NC=2N(C(=C1)NCC1=CC=C(C=C1)C=1OC=CN1)N=CC2C2CC2 5-chloro-3-cyclopropyl-N-(4-(oxazol-2-yl)benzyl)pyrazolo[1,5-a]pyrimidin-7-amine